1-(1H-imidazol-2-yl)-beta-carboline-3-carboxylic acid benzyl ester C(C1=CC=CC=C1)OC(=O)C=1N=C(C=2NC3=CC=CC=C3C2C1)C=1NC=CN1